CC=1N=C2N(C=C(C=C2C(F)(F)F)N2C=NC3=C(C2=O)SC(=N3)N3CCN(CC3)C)C1 6-(2-methyl-8-(trifluoromethyl)imidazo[1,2-a]pyridin-6-yl)-2-(4-methylpiperazin-1-yl)thiazolo[4,5-d]pyrimidin-7(6H)-one